[[4-[[3-(difluoromethyl)imidazo[1,2-a]pyridin-6-yl]oxymethyl]-2-oxabicyclo[2.1.1]hexan-1-yl]methyl]carbamate FC(C1=CN=C2N1C=C(C=C2)OCC21COC(C2)(C1)CNC([O-])=O)F